acetic acid heptyl ester hydrochloride Cl.C(CCCCCC)OC(C)=O